COC1=C(C=C2C(=NC=NC2=C1)NC1=CC(=CC=C1)C=1N=NN(C1)CC1=C(C=CC=C1)C)OCCCN1CCOCC1 7-methoxy-N-(3-(1-(2-methylbenzyl)-1H-1,2,3-triazole-4-yl)phenyl)-6-(3-morpholinopropoxy)quinazoline-4-amine